COC1=C(CN(C=2OC3=C(C=NC=C3C3C[C@@H](CCC3)C(=O)O)N2)CC2=C(C=C(C=C2)OC)OC)C=CC(=C1)OC (1R)-3-(2-(bis(2,4-dimethoxybenzyl)amino)oxazolo[4,5-c]pyridin-7-yl)cyclohexane-1-carboxylic acid